ClC1=CC=C(N=N1)OCC=1C(=NOC1C)C1=NC=C(C=C1)Cl 4-((6-chloropyridazin-3-yl)oxymethyl)-3-(5-chloro-2-pyridinyl)-5-methyl-isoOxazole